C(#N)N=C=O cyanoisocyanate